C1(=CC(=CC(=C1)C(=O)[O-])C(=O)[O-])C(=O)[O-].[Cu+2].C(CCCCCCC\C=C/CCCCCCCC)(=O)N(C)CC(=O)O.C1(=CC(=CC(=C1)C(=O)[O-])C(=O)[O-])C(=O)[O-].[Cu+2].[Cu+2] N-oleoyl-sarcosine copper 1,3,5-benzenetricarboxylate